4-(1-(3-((5-(dimethylamino)-1H-imidazo[4,5-b]pyridin-2-yl)amino)-4-methylbenzoyl)piperidin-4-yl)benzonitrile CN(C1=CC=C2C(=N1)N=C(N2)NC=2C=C(C(=O)N1CCC(CC1)C1=CC=C(C#N)C=C1)C=CC2C)C